[Zn].[N+](=O)([O-])C1=C(C=CC(=C1)[N+](=O)[O-])O 2,4-dinitrophenol zinc